CN1C(=CC=C1)C(CCC1=CC=CC=C1)=O 1-(N-methyl-pyrrol-2-yl)-3-phenylpropan-1-one